C1(=CCCC1)C1=C(C=C(C=C1)[N+](=O)[O-])C(C)=O 1-[2-(Cyclopent-1-en-1-yl)-5-nitrophenyl]ethan-1-one